3-(2-(4-chlorophenyl)thiazol-4-yl)bicyclo[1.1.1]pentan-1-amine ClC1=CC=C(C=C1)C=1SC=C(N1)C12CC(C1)(C2)N